FC(OC1=CC=C(C=C1)C1=CN=C2N1C=CN=C2NC2=CC(=C(C(=O)N1CCC(CC1)NC(OCC)=O)C=C2)C)F ethyl (1-(4-((3-(4-(difluoromethoxy)phenyl)imidazo[1,2-a]pyrazin-8-yl)amino)-2-methylbenzoyl)piperidin-4-yl)carbamate